cysteinethiol-disulfide N[C@@H](CS)CS(=S)=S